methyl 2-(3-((6-cyano-2-((7-methyl-5-(methylsulfonyl)-1H-indol-4-yl)methyl)-2H-indazol-7-yl)oxy)azetidin-1-yl)-3-methoxypropanoate C(#N)C=1C=CC2=CN(N=C2C1OC1CN(C1)C(C(=O)OC)COC)CC1=C2C=CNC2=C(C=C1S(=O)(=O)C)C